ClC=1C=C(C=C2C(=C(C=NC12)C#N)N[C@H](CC)C1=CC=CC=C1)N[C@@H](C=1C=NC=CC1)C=1N=NN(C1)[C@H](CF)C 8-chloro-6-(((S)-(1-((S)-1-fluoropropan-2-yl)-1H-1,2,3-triazol-4-yl)(pyridin-3-yl)methyl)amino)-4-(((R)-1-phenylpropyl)amino)quinoline-3-carbonitrile